FC(CO[C@@H]1[C@@H](CCC1)N)F (1R,2S)-2-(2,2-difluoroethoxy)cyclopentane-1-amine